NC1=C2C(=C3C(=N1)C=C(N3)C(=O)N(C(CC)CC)CC3=NC=C(C(=C3)C)C3CC3)COC2 5-amino-N-((5-cyclopropyl-4-methylpyridin-2-yl)methyl)-N-(pentan-3-yl)-6,8-dihydro-1H-furo[3,4-d]pyrrolo[3,2-b]pyridine-2-carboxamide